ClC1=C(C=C(C(=C1)Cl)Cl)S(=O)(=O)[O-].[Na+] sodium 2,4,5-trichlorophenyl-sulfonate